C(C1=CC=CC=C1)CCCCCCC[C@@H](CC)C(=O)O (R)-benzyl-decane-8-carboxylic acid